1-Hexyl-2-Methylpyrrolidinium fluorid [F-].C(CCCCC)[NH+]1C(CCC1)C